NC1=C(C=NN1C)C1=CC=C(C=N1)C1=C(C=C(C=C1)C1(CC1)C#N)C 1-[4-[6-(5-amino-1-methyl-pyrazol-4-yl)-3-pyridinyl]-3-methyl-phenyl]cyclopropanecarbonitrile